C(C=C)(=O)N1C[C@@H](CCCC1)N1C(=NC2=C1C(=C(C=C2)O[C@H]2COCC2)Cl)C2=C(C(=O)N)C=CN=C2C(F)(F)F (1-((R)-1-acryloylazepan-3-yl)-7-chloro-6-(((R)-tetrahydrofuran-3-yl)oxy)-1H-benzo[d]imidazol-2-yl)-2-(trifluoromethyl)isonicotinamide